COC=1N=C(C2=CC=C(C=C2C1)C(=O)OC)N1CCC(CC1)C(F)(F)F methyl 3-methoxy-1-(4-(trifluoromethyl)piperidin-1-yl)isoquinoline-6-carboxylate